C(C)(C)(C)SC methyl tertiary butyl sulfide